2-chloro-4,6-diethoxy-1,3,5-Triazine ClC1=NC(=NC(=N1)OCC)OCC